CC1=C(C(=O)O)C=CC(=C1I)C 2,4-dimethyl-3-iodobenzoic acid